FC(C1=CC(=C2C(=N1)NN=C2)C=2C(=NN1C2CC[C@](C1)(COC)F)C1=NC=C(C=C1)F)F (S)-6-(Difluoromethyl)-4-[6-fluoro-2-(5-fluoro-2-pyridyl)-6-(methoxymethyl)-5,7-dihydro-4H-pyrazolo[1,5-a]pyridin-3-yl]-1H-pyrazolo[3,4-b]pyridine